COC(=O)C=1C=C(C=CC1N[C@H]([C@H](CC1=CNC2=CC=CC(=C12)Br)NC(=O)OC(C)(C)C)C#N)C1=CC=C(C=C1)N1CCOCC1.CC1=C(CNC(CC2=CC=CC=C2)=O)C=CC=C1 |&1:11| N-(2-methylbenzyl)-2-phenyl-acetamide Methyl-4-(((1RS,2S)-3-(4-bromo-1H-indol-3-yl)-2-((tert-butoxycarbonyl)amino)-1-cyanopropyl)amino)-4'-morpholino-[1,1'-biphenyl]-3-carboxylate